N-(3-(7-((3-chloro-1-(piperidin-4-yl)-1H-pyrazol-4-yl)amino)-2-oxo-3-phenyl-3,4-dihydropyrimido[4,5-d]pyrimidin-1(2H)-yl)phenyl)acrylamide trifluoroacetate salt FC(C(=O)O)(F)F.ClC1=NN(C=C1NC1=NC=C2C(=N1)N(C(N(C2)C2=CC=CC=C2)=O)C=2C=C(C=CC2)NC(C=C)=O)C2CCNCC2